[Pd].C(C)(C)(C)P(C1=C(C=C(C=C1)OC)OC)C(C)(C)C (di-tert-butyl-(2,4-dimethoxyphenyl)phosphine) Palladium